N1CC(C1)N1C(C(CC1)C(=O)OCC)=O ethyl 1-(azetidine-3-yl)-2-oxo-pyrrolidine-3-carboxylate